CC1(OB(OC1(C)C)C=1C=CC=C(C=O)C1)C 5-(4,4,5,5-tetramethyl-1,3,2-dioxaborolan-2-yl)benzaldehyde